Cl.Cl.NC1(CCN(CC1)C1=CC=C(C=N1)C=1C=2N(C=C(C1)C=1C=NN(C1)C)N=CC2C#N)C 4-(6-(4-amino-4-methylpiperidin-1-yl)pyridin-3-yl)-6-(1-methyl-1H-pyrazol-4-yl)pyrazolo[1,5-a]pyridine-3-carbonitrile dihydrochloride